NC1=NC=CC(=C1C#CCNC)OC1=C(C=C(C=C1)NC(=O)C=1C=NN(C1C(F)(F)F)C1=NC=CC=C1F)F N-(4-((2-amino-3-(3-(methylamino)prop-1-yne-1-yl)pyridin-4-yl)oxy)-3-fluorophenyl)-1-(3-fluoropyridin-2-yl)-5-(trifluoromethyl)-1H-pyrazole-4-carboxamide